FC1(CCC(CC1)NCC[C@@H]1CN(CCC1)C1=C(C=CC(=C1)C)S(=O)(=O)N1[C@@H](CCC1)C(=O)O)F |&1:10| ((2-((RS)-3-(2-((4,4-Difluorocyclohexyl)amino)ethyl)piperidin-1-yl)-4-methylphenyl)sulfonyl)-L-proline